O=C1C2(CCN(C2)C=2SC3=C(N2)C=CC(=C3)OCCCCCNC(OC(C)(C)C)=O)CCCC(N1)=O tert-Butyl N-[5-[[2-(6,8-dioxo-2,7-diazaspiro[4.6]undecan-2-yl)-1,3-benzothiazol-6-yl]oxy]pentyl]carbamate